BrCC(C(F)(F)F)Br 1,2-dibromo-3,3,3-trifluoropropane